[Cl-].[Cl-].C1(=CC=CC=C1)C(=[Hf+2](C1=C(C=CC=2C3=CC=C(C=C3CC12)C(C)(C)C)C(C)(C)C)C1C=CC=C1)CCCC=C (phenyl)(4-penten-1-yl)methylene(cyclopentadienyl)(2,7-di-tert-butylfluorenyl)hafnium dichloride